FC(OC1=C(C=CC(=C1)C=1C=NN(C1)COC)NC1=C(N=NC=C1)C(=O)NC([2H])([2H])[2H])F 4-((2-(difluoromethoxy)-4-(1-(methoxymethyl)-1H-pyrazol-4-yl)phenyl)amino)-N-(methyl-d3)pyridazine-3-carboxamide